NC1=NC=CC(=N1)C=1C=C(OC2=C(C=C(C=C2)NC(=O)C=2C(N(C=C(C2)C=2C=NN(C2)C)C2=CC=C(C=C2)F)=O)F)C=CC1O N-(4-(3-(2-aminopyrimidin-4-yl)-4-hydroxyphenoxy)-3-fluorophenyl)-1-(4-fluorophenyl)-5-(1-methyl-1H-pyrazol-4-yl)-2-oxo-1,2-dihydropyridine-3-carboxamide